N-{[6-(1-benzothiophen-5-yl)-5-chloro-2-indolyl]methyl}acetamide S1C=CC2=C1C=CC(=C2)C2=C(C=C1C=C(NC1=C2)CNC(C)=O)Cl